NCCOCCOCCOCCOCC(=O)NC=1C=C2C(N(C(C2=CC1)=O)C1C(NC(CC1)=O)=O)=O 14-amino-N-[2-(2,6-dioxopiperidin-3-yl)-1,3-dioxo-2,3-dihydro-1H-isoindol-5-yl]-3,6,9,12-tetraoxatetradecanamide